ClC1=CC=C2C(NC3(CCN(CC3)CCOC3=CC4=C(N(C=N4)C4CC(C4)(C)O)C(=C3)C(F)(F)F)C2=C1)=O 6-chloro-1'-(2-((1-((cis)-3-hydroxy-3-methylcyclobutyl)-7-(trifluoromethyl)-1H-benzo[d]imidazol-5-yl)oxy)ethyl)spiro[isoindoline-1,4'-piperidin]-3-one